OC1CCC(CC1)NC(=O)C1=NNC=C1 N-(4-hydroxycyclohexyl)-1H-pyrazole-3-carboxamide